OC1=CC=C(C=C1)C1(C=CC2=C(O1)C=1C=CC(=CC1C1=C2C(C2=CC(=CC=C21)C2=CC=CC=C2)(CCC)CCC)OC)C2=CC=C(C=C2)O 3,3-bis(4-hydroxyphenyl)-7-methoxy-11-phenyl-13,13-dipropyl-3H,13H-indeno[2',3':3,4]naphtho[1,2-b]pyran